(3,5-difluoro-4-iodophenyl)carbamic acid tert-butyl ester C(C)(C)(C)OC(NC1=CC(=C(C(=C1)F)I)F)=O